spiro[isochromane-4,2'-pyrrolidin]-5'-one N1C2(CCC1=O)COCC1=CC=CC=C12